3-(7-oxo-1'-((3-oxo-3,4-dihydro-2H-benzo[b][1,4]oxazin-5-yl)methyl)-5,7-dihydro-2H,6H-spiro[furo[2,3-f]isoindole-3,4'-piperidin]-6-yl)piperidine-2,6-dione O=C1N(CC=2C=C3C(=CC12)OCC31CCN(CC1)CC1=CC=CC=3OCC(NC31)=O)C3C(NC(CC3)=O)=O